ethyl 1-(2-amino-2-oxoethyl)-3-fluoro-4-(3-fluoro-5-(trifluoromethyl)benzamido)-1H-pyrrole-2-carboxylate NC(CN1C(=C(C(=C1)NC(C1=CC(=CC(=C1)C(F)(F)F)F)=O)F)C(=O)OCC)=O